COC(=O)C1NS(NC1)(=O)=O 1,1-dioxo-1,2,5-thiadiazolidine-3-carboxylic acid methyl ester